nicotine phthalate salt C(C=1C(C(=O)O)=CC=CC1)(=O)O.N1=CC=CC(=C1)C1N(C)CCC1